C1(CC1)COC=1C=C(OC2(N=NNC2)C(=O)O)C=CC1C(F)(F)F 4-(3-(cyclopropylmethoxy)-4-(trifluoromethyl)phenoxy)-1H-1,2,3-triazole-4-carboxylic acid